FC1=C(C(=CC(=C1)Br)F)O.[Na] sodium 2,6-difluoro-4-bromophenol